[(Z)-hex-3-enyl] 2-methylpropanoate Cis-3-Hexenyl-Isobutyrate C(=C/CCCC)/CC(C(=O)O)C.CC(C(=O)OCC\C=C/CC)C